C(C)(C)(C)CC(=O)OO.C(C)(=O)OOC(C)(C)C t-butyl peroxyacetate (tert-butyl peracetate)